3-bromo-1-(pyrrolidin-1-yl)propan-1-one BrCCC(=O)N1CCCC1